(1R,2S,3R,4R,Z)-N-(4-fluoro-3-(trifluoromethyl)phenyl)-3-(5-(3-hydroxypropyl)-2-methoxybenzamido)-7-(2-methylpropylidene)bicyclo[2.2.1]heptane-2-carboxamide FC1=C(C=C(C=C1)NC(=O)[C@H]1[C@H]/2CC[C@@H]([C@H]1NC(C1=C(C=CC(=C1)CCCO)OC)=O)\C2=C/C(C)C)C(F)(F)F